tetraglycidyl-(diaminodiphenylmethane) C(C1CO1)C=1C(=C(C(=C(C1)C(C1=CC=CC=C1)(N)N)CC1CO1)CC1CO1)CC1CO1